FC(C[C@@H](C(=O)NC1=NC=CC(=C1)C1=C(C=2C(=NC(=CN2)F)N1)C1=NC=CC=C1)C1=CC=C(C=C1)F)F |r| (2RS)-4,4-difluoro-2-(4-fluorophenyl)-N-{4-[3-fluoro-7-(pyridin-2-yl)-5H-pyrrolo[2,3-b]pyrazin-6-yl]pyridin-2-yl}butanamide